FC=1C=C(C=C(C1)F)C=1N(N=C2[C@H](NCCC21)C)C |r| racemic-3-(3,5-difluorophenyl)-2,7-dimethyl-4,5,6,7-tetrahydro-2H-pyrazolo[3,4-c]pyridine